S-(2-((tert-butoxycarbonyl)amino)benzyl) ethanethioate C(C)(SCC1=C(C=CC=C1)NC(=O)OC(C)(C)C)=O